SCC(C(=O)O)C.SCC(C(=O)O)C.SCC(C(=O)O)C.C(O)C(CC)(CO)CO trimethylolpropane tris(3-mercapto-2-methylpropionate)